NCCNC(=O)C1=NC(=CC=C1)C(=O)N[C@H](C)C1=CC=CC2=CC=CC=C12 (R)-N2-(2-aminoethyl)-N6-(1-(naphthalen-1-yl)ethyl)pyridine-2,6-dicarboxamide